2-(2-methoxyphenyl)-4-(pyrrolidin-1-yl)-5,7-dihydro-6H-pyrrolo[3,4-d]pyrimidine-6-carbonitrile COC1=C(C=CC=C1)C=1N=C(C2=C(N1)CN(C2)C#N)N2CCCC2